C(C)(C)(C)OC(=O)NC=1C=C(C=C(C1)C(F)(F)F)[C@@H](C)NC1=NC(=NC2=CC(=C(C=C12)C1=CCC(CC1)C(=O)O)OC)C 4-(4-(((R)-1-(3-((tert-butoxycarbonyl)amino)-5-(trifluoromethyl)phenyl)ethyl)amino)-7-methoxy-2-methylquinazolin-6-yl)cyclohex-3-ene-1-carboxylic acid